(2R)-4-[6-(6-fluoroquinazolin-4-yl)-7,8-dihydro-5H-1,6-naphthyridin-3-yl]-2-methyl-morpholine FC=1C=C2C(=NC=NC2=CC1)N1CC=2C=C(C=NC2CC1)N1C[C@H](OCC1)C